C[C@H]1N(CCOC1)C=1C=C2C3=C(C(=NN3CCC(N2C2C(C2)C(F)(F)F)=O)C2=NNC=C2)N1 4-((R)-3-methylmorpholinyl)-2-(1H-pyrazol-3-yl)-6-(2-(trifluoromethyl)cyclopropyl)-8,9-dihydro-1,3,6,9a-tetraazabenzo[cd]azulene-7(6H)-one